(3E)-6,6-dipentyloxy-1,3-hexadiene C(CCCC)OC(C/C=C/C=C)OCCCCC